methyl 6-aminohexanoate hydrochloride Cl.NCCCCCC(=O)OC